C(C1=C(C=CC2=CC=CC=C12)C)C1=C(C=CC2=CC=CC=C12)C.[Na] sodium methylenebis(methyl-naphthalene)